4'-fluoropropiophenone FC1=CC=C(C=C1)C(CC)=O